ClC=1C(=CC=2C=3[C@H]4C=C[C@@H](C3C(NC2C1Cl)=O)N4C(=O)OC(C)(C)C)OC tert-Butyl (7S,10R)-3,4-dichloro-2-methoxy-6-oxo-5,6,7,10-tetrahydro-7,10-epiminophenanthridine-11-carboxylate